C(C1CO1)OC(COCCCCC[Si](OCC)(CC(CCC)CC1CO1)CCCCCOCC(CC)OCC1CO1)CC Di(2-glycidoxybutyloxypentyl)-2-glycidylpentylethoxysilane